C(C)(=O)OCCCCCCCCCCCCC=CCCO 16-hydroxy-13-hexadecenyl acetate